5-methyl-tetrahydrofuran-3-one CC1CC(CO1)=O